C(CCCCCCC)OC([C@@](CC(=O)OCC1=CC=CC=2C3=CC=CC=C3CC12)(C)N)=O (S)-β-fluorenylmethoxycarbonyl-amino-isobutyric acid n-octyl ester